(R)-N-(3-(2-(1-aminoethyl)-4-fluorophenoxy)propyl)-6-chloropyrido[3,2-D]pyrimidine-4-amine N[C@H](C)C1=C(OCCCNC=2C3=C(N=CN2)C=CC(=N3)Cl)C=CC(=C1)F